C(C)(CC)NC(C1=CC=C(C=C1)CNNCCOC(F)(F)F)=O N-(sec-butyl)-4-((2-(2-(trifluoromethoxy)ethyl)hydrazineyl)methyl)benzamide